N-[4-(4-amino-7-ethylpyrrolo[2,1-f][1,2,4]triazin-5-yl)phenyl]-1-benzyl-2-oxo-1,2-dihydropyridine-3-carboxamide NC1=NC=NN2C1=C(C=C2CC)C2=CC=C(C=C2)NC(=O)C=2C(N(C=CC2)CC2=CC=CC=C2)=O